S1C2=C(C=C1)C=CC=C2\C=N\S(=O)C(C)(C)C (E)-N-(benzo[b]thiophen-7-ylmethylene)-2-methylpropane-2-sulfinamide